1'-((3-chloro-2-oxo-1,5,7,8-tetrahydro-2H-pyrano[4,3-b]pyridin-7-yl)methyl)-2-fluoro-N-methyl-1',2',3',6'-tetrahydro-[3,4-bipyridine]-6-carboxamide ClC1=CC2=C(NC1=O)CC(OC2)CN2CCC(=CC2)C=2C(=NC(=CC2)C(=O)NC)F